C1(=CC=C(C=C1)C=1N=C2SC(=CN2C1)C(=O)OCC)C ethyl 6-(p-tolyl)imidazo[2,1-b]thiazole-2-carboxylate